C1(CC1)CN(C/C=C/S(=O)(=O)NC(NC1=C2CCCC2=CC=2CCCC12)=O)C (E)-3-((cyclopropylmethyl)(methyl)amino)-N-((1,2,3,5,6,7-hexahydro-s-indacen-4-yl)carbamoyl)prop-1-ene-1-sulfonamide